ClC1=NC(=NC(=N1)C1=CC2=C(OC3=C2C=CC=C3)C=C1)C1=CC=C(C=C1)[Si](C1=CC=CC=C1)(C1=CC=CC=C1)C1=CC=CC=C1 2-chloro-4-(dibenzo[b,d]furan-2-yl)-6-(4-(triphenylsilyl)phenyl)-1,3,5-triazine